4-bromo-7-methyl-1-((2-(trimethylsilyl)ethoxy)methyl)-1H-indazole BrC1=C2C=NN(C2=C(C=C1)C)COCC[Si](C)(C)C